N-[3-(6-chlorooxazolo[5,4-b]pyridin-2-yl)-1-bicyclo[1.1.1]pentanoyl]-2-(trifluoromethyl)pyridine-4-carboxamide ClC=1C=C2C(=NC1)OC(=N2)C21CC(C2)(C1)C(=O)NC(=O)C1=CC(=NC=C1)C(F)(F)F